4-phenylphenoxide C1(=CC=CC=C1)C1=CC=C([O-])C=C1